FC=1C=C(C=CC1)NC(=O)CN(C=1C2=C(N=C(N1)C1=NC=CC(=C1)OCCNC(OC(C)(C)C)=O)CCC2)C tert-butyl N-[2-([2-[4-([[(3-fluorophenyl)carbamoyl]methyl](methyl)amino)-5H,6H,7H-cyclopenta[d]pyrimidin-2-yl]pyridin-4-yl]oxy)ethyl]carbamate